(6-amino-3,5-difluoropyridin-2-yl)-8-chloro-6-fluoro-7-(3-hydroxyazetidin-1-yl)-4-oxoquinoline-3-carboxylic acid NC1=C(C=C(C(=N1)C1=NC2=C(C(=C(C=C2C(C1C(=O)O)=O)F)N1CC(C1)O)Cl)F)F